N-{5-[(4-chlorobenzoyl)amino]-2-methylphenyl}-1-methyl-1H-imidazole-5-carboxamide ClC1=CC=C(C(=O)NC=2C=CC(=C(C2)NC(=O)C2=CN=CN2C)C)C=C1